CS(=O)(=O)C=1C=C(C=O)C=CC1OCC1CCN(CC1)S(=O)(=O)C 3-(methylsulfonyl)-4-((1-(methyl-sulfonyl)piperidin-4-yl)methoxy)benzaldehyde